O[C@H]1[C@@H](CCCC1)CNC=1N=NC(=C2C1C=NC=C2)C2=C(C=C(C=C2)C(F)(F)F)O 2-[4-[[(1S,2R)-2-hydroxycyclohexyl]methylamino]pyrido[3,4-d]pyridazin-1-yl]-5-(trifluoromethyl)phenol